ClC=1C(=NN2C1N=C(C(=C2)I)O)C 3-chloro-6-iodo-2-methylpyrazolo[1,5-a]pyrimidin-5-ol